[3,3'-biazetidin]-1-yl(4-(2-((3-amino-6-(2-hydroxyphenyl)pyridazin-4-yl)oxy)ethyl)phenyl)methanone N1(CC(C1)C1CNC1)C(=O)C1=CC=C(C=C1)CCOC1=C(N=NC(=C1)C1=C(C=CC=C1)O)N